COC([C@@H](N(P(=O)OC1=CC=CC=C1)Cl)C)=O chloro(phenoxy)phosphinoyl-L-alanine methyl ester